FC1=CC(=C(C=C1)C1=NC=CC2=C1CN(C2=O)C=2C=NN(C2)C)OCC(F)(F)F 4-[4-fluoro-2-(2,2,2-trifluoroethoxy)phenyl]-2-(1-methyl-1H-pyrazol-4-yl)-2,3-dihydro-1H-pyrrolo[3,4-c]pyridin-1-one